lithium magnesium tin [Sn].[Mg].[Li]